3-hydroxyethylacridine hydrochloride Cl.OCCC=1C=CC2=CC3=CC=CC=C3N=C2C1